1-(3-sulfopropyl)-2-isobutyl-quinoline S(=O)(=O)(O)CCCN1C(C=CC2=CC=CC=C12)CC(C)C